[Si](C)(C)(C(C)(C)C)OC1CC(CC1)C(=O)OC methyl 3-((tert-butyldimethylsilyl)oxy)cyclopentane-1-carboxylate